C12CN(CC(CC1)N2)C=2C=C1CN(CC1=CC2F)C2C(NC(CC2)=O)=O 5-(3,8-diazabicyclo[3.2.1]octan-3-yl)-2-(2,6-dioxopiperidin-3-yl)-6-fluoroisoindoline